8-fluoro-7-(7-fluoro-3-(methoxymethoxy)-8-((triisopropylsilyl)ethynyl)naphthalene-1-yl)pyrido[4,3-d]pyrimidine-2,4-diol FC1=C(N=CC2=C1N=C(N=C2O)O)C2=CC(=CC1=CC=C(C(=C21)C#C[Si](C(C)C)(C(C)C)C(C)C)F)OCOC